OC(CN(CCCC(=O)OCCN1CCN(CC1)CCSSCCCN(CC(CCCCCCC(=O)OCCCC)O)CC(CCCCCCC(=O)OCCCC)O)CC(CCCC(=O)OCCC)O)CCCC(OCCC)=O Dibutyl 9,9'-((3-((2-(4-(2-((4-(bis(2-hydroxy-6-oxo-6-propoxyhexyl)amino)butanoyl)oxy)ethyl)piperazin-1-yl)ethyl)disulfaneyl)propyl)azanediyl)bis(8-hydroxynonanoate)